4-(imidazo[1,2-a]pyridin-3-yl)furan-2-carbaldehyde N=1C=C(N2C1C=CC=C2)C=2C=C(OC2)C=O